3,3'-(Ethane-1,2-diylbis(5-carbamoyl-4-methoxy-1H-benzo[d]imidazole-1,2-diyl))diisonicotinic acid C(CN1C(=NC2=C1C=CC(=C2OC)C(N)=O)C2=C(C(=O)O)C=CN=C2)N2C(=NC1=C2C=CC(=C1OC)C(N)=O)C1=C(C(=O)O)C=CN=C1